2-(3-(((4-(2-((6-(4H-1,2,4-triazol-4-yl)-1H-indazol-4-yl)amino)ethoxy)butyl)amino)methyl)-5-(trifluoromethoxy)phenyl)ethanol N=1N=CN(C1)C1=CC(=C2C=NNC2=C1)NCCOCCCCNCC=1C=C(C=C(C1)OC(F)(F)F)CCO